N-(2-fluorophenyl)-4-methylpiperidine-4-carboximidamide FC1=C(C=CC=C1)NC(=N)C1(CCNCC1)C